C(=O)(OC(C)(C)C)N1C[C@@H](OCC1)C(=O)O (R)-4-BOC-morpholin-2-carboxylic acid